tert-butyl 3-(2-(2-(methylamino)ethoxy)ethoxy)propanoate CNCCOCCOCCC(=O)OC(C)(C)C